C(C1=CC=CC=C1)NC(C(=O)[C@H]1N(CCC1)C(CNC(=O)C1=CC=NC2=CC=CC=C12)=O)=O (S)-N-(2-(2-(2-(Benzylamino)-2-oxoacetyl)pyrrolidin-1-yl)-2-oxoethyl)quinoline-4-carboxamide